C(=O)OCCC(CCC=C(C)C)C 3,7-dimethyloct-6-en-1-yl formate